FC=1C(=C(C=CC1F)C=1C(OC(C1OC)(C)C)=O)OC 3-(3,4-difluoro-2-methoxyphenyl)-4-methoxy-5,5-dimethylfuran-2(5H)-one